C(CC=C)N(S(=O)(=O)C1=CC=C(C=C1)C)C1=C(C=CC=C1)C(=C)C1=CC=CC=C1 N-(but-3-en-1-yl)-4-methyl-N-(2-(1-phenylvinyl)phenyl)benzenesulfonamide